O[C@@H]1CC[C@H](CC1)N1N=C2C=C(C(=CC2=C1)NC(=O)C1=[N+](C(=CC=C1)C1CC1)[O-])OC 2-((2-(trans-4-hydroxycyclohexyl)-6-methoxy-2H-indazol-5-yl)carbamoyl)-6-cyclopropylpyridine 1-oxide